BrC1=CC=C(C(=N1)C[C@@H](C1=C(C=CC=C1)C1=NOC2=C1C=CC(=C2)Cl)N[S@@](=O)C(C)(C)C)F (S)-N-{(S)-2-(6-bromo-3-fluoropyridine-2-yl)-1-[2-(6-chlorobenzo[d]isoxazol-3-yl)phenyl]ethyl}-2-methylpropane-2-sulfinamide